N,N-dimethylamino-ethylamine CNN(NC)CC